ethyl 3-formyl-1-methyl-6-(methylsulfonyl)-4,5,6,7-tetrahydro-1H-pyrrolo[2,3-c]pyridine-2-carboxylate C(=O)C1=C(N(C=2CN(CCC21)S(=O)(=O)C)C)C(=O)OCC